(S)-N-(6-ethyl-2-((4aS,5aR)-5a-methyl-1,4,4a,5,5a,6-hexahydrocyclopropa[f]indazol-3-yl)-1H-benzo[d]imidazol-5-yl)-N-methyl-2-morpholinopropanamide C(C)C=1C(=CC2=C(NC(=N2)C2=NNC=3C[C@@]4([C@H](CC23)C4)C)C1)N(C([C@H](C)N1CCOCC1)=O)C